6'-((1,4,10,13-tetraoxa-7,16-diazacyclooctadecane-7,16-diyl)bis(methylene))dipicolinic acid O1CCOCCN(CCOCCOCCN(CC1)CC=1C(=NC=CC1)C(=O)O)CC=1C(=NC=CC1)C(=O)O